5-(1-Methyl-1H-pyrazol-3-yl)-N-[(5-oxopyrrolidin-3-yl)methyl]-6-[4-(trifluoromethyl)phenoxy]pyridine-3-carboxamide CN1N=C(C=C1)C=1C=C(C=NC1OC1=CC=C(C=C1)C(F)(F)F)C(=O)NCC1CNC(C1)=O